C(C1=CC=CC=C1)(=O)C=1C=C(C=CC1N(C(CBr)=O)C)NC(OCC#C)=O prop-2-yn-1-yl (3-benzoyl-4-(2-bromo-N-methylacetamido) phenyl)carbamate